CC=1C2=CC=C3C1N=NN3CCCCCC3=C1OCCC1=C(C(N1CCC4=CC=C(C2CC(=O)O)C=C4C1)=O)C=C3 [33-methyl-2-oxo-7-oxa-1,15,16,17-tetrazaheptacyclo[22.5.3.23,9.118,22.04,8.015,19.027,31]pentatriaconta-3,8,16,18(33),19,21,24,26,31,34-decaen-23-yl]acetic acid